2-cyclopropyl-6,7-dihydro-5H-pyrrolo[3,4-d]pyrimidine hydrochloride Cl.C1(CC1)C=1N=CC2=C(N1)CNC2